C(C)(=O)NC=1C=C(C=C(C1)C(F)(F)F)[C@@H](C)NC=1C2=C(N=CN1)N(C(C(=C2)C2CN(CC2)C(=O)[O-])=O)C 3-(4-(((R)-1-(3-acetamido-5-(trifluoromethyl)phenyl)ethyl)amino)-8-methyl-7-oxo-7,8-Dihydropyrido[2,3-d]pyrimidin-6-yl)pyrrolidine-1-carboxylate